3-[5-[(1-acetyl-4-piperidyl)amino]-3-(2,6-dimethyl-4-pyridyl)pyrazolo[1,5-a]pyrimidin-2-yl]benzonitrile C(C)(=O)N1CCC(CC1)NC1=NC=2N(C=C1)N=C(C2C2=CC(=NC(=C2)C)C)C=2C=C(C#N)C=CC2